ClC1=C(N(C2=CC=CC=C2)C2=CC=CC=C2)C=CC=C1Cl 2,3-dichloro-N,N-diphenylaniline